N-(5-(2-(5-azaspiro[2.5]octan-5-yl)acetamido)-2-methylpyridin-3-yl)-2-(1-(2-methoxyethyl)-1H-pyrazol-4-yl)pyrazolo[5,1-b]thiazole-7-carboxamide C1CC12CN(CCC2)CC(=O)NC=2C=C(C(=NC2)C)NC(=O)C=2C=NN1C2SC(=C1)C=1C=NN(C1)CCOC